NC1=CC=C(C=N1)N1C=C(C(C2=CC(=C(C=C12)N1[C@H](CCC1)COC1=NC=CC=C1Cl)F)=O)C(=O)O 1-(6-Aminopyridin-3-yl)-7-[(2R)-2-[[(3-chloropyridin-2-yl)oxy]methyl]pyrrolidin-1-yl]-6-fluoro-4-oxoquinoline-3-carboxylic acid